BrC=1C(=NC=C(C1)Br)OC 3,5-dibromo-2-methoxy-pyridine